(1-(4-fluorophenyl)-4-(6-hydroxyhexyl)-1H-imidazol-2-yl)-3-(1-((2-(trimethylsilyl)ethoxy)methyl)-1H-pyrazol-4-yl)benzamide FC1=CC=C(C=C1)N1C(=NC(=C1)CCCCCCO)C1=C(C(=O)N)C=CC=C1C=1C=NN(C1)COCC[Si](C)(C)C